4-(4-(3-bromo-4-fluorophenyl)-5-oxo-4,5-dihydro-1,2,4-oxadiazol-3-yl)-1,2,5-oxadiazol BrC=1C=C(C=CC1F)N1C(=NOC1=O)C=1C=NON1